C(CC)OC(C)OC1=CC=C(C=C1)CCC(=O)O 3-[4-(1-n-propoxyethoxy)phenyl]propionic acid